2-(5-{[(1S,2S,3R,5R)-2-fluoro-8-azabicyclo[3.2.1]octan-3-yl](methyl)amino}pyrazin-2-yl)-5-[1-(2-hydroxy-2-methylpropyl)-1H-pyrazol-4-yl]phenol F[C@H]1[C@@H]2CC[C@H](C[C@H]1N(C=1N=CC(=NC1)C1=C(C=C(C=C1)C=1C=NN(C1)CC(C)(C)O)O)C)N2